BrC1CO1 bromoepoxyEthane